ClC1=CC=C(C=C1)N1C(=C(C=C1C)C(CN1CCCCC1)=O)C 1-[1-(4-Chlorophenyl)-2,5-dimethyl-1H-pyrrol-3-yl]-2-(1-piperidinyl)ethanone